3-(m-tolyl)-1H-pyrazole-5-carboxylate C1(=CC(=CC=C1)C1=NNC(=C1)C(=O)[O-])C